8-((3R,4R)-4-(3-(tert-butyl)phenoxy)-3-methylpiperidin-1-yl)-5-methyl-6-oxo-5,6-dihydro-1,5-naphthyridine-2-carbonitrile C(C)(C)(C)C=1C=C(O[C@H]2[C@@H](CN(CC2)C2=CC(N(C=3C=CC(=NC23)C#N)C)=O)C)C=CC1